N-(2-(phenylselanyl)-5-(trifluoromethyl)phenethyl)picolinamide C1(=CC=CC=C1)[Se]C1=C(CCNC(C2=NC=CC=C2)=O)C=C(C=C1)C(F)(F)F